ClC1=NC(=C2N(C=NC2=N1)C1OCCCC1)N1CCOCC1 4-(2-chloro-7-(tetrahydro-2H-pyran-2-yl)-7H-purin-6-yl)morpholine